BrC1=CC=C(C=C1)[C@H]1CC(C[C@H]2COC([C@@H]12)=O)C#N |r| rac-(3aR,7S,7aS)-7-(4-bromophenyl)-1-oxooctahydroisobenzofuran-5-carbonitrile